C(C1=CC=CC=C1)CNC1CCC1 (Benzylmethyl)cyclobutylamine